N-methyl-di-isopropylamine CN(C(C)C)C(C)C